CN(C1=CC(=NC=2N1N=CC2)C2=NC(=CC=C2)C)C2=C1C(=NC=C2)NC=C1 N-methyl-5-(6-methylpyridin-2-yl)-N-(1H-pyrrolo[2,3-b]pyridin-4-yl)pyrazolo[1,5-a]pyrimidin-7-amine